BrC1=C(C=C2C(=NC(=NC2=C1F)OC[C@]12CCCN2C[C@@H](C1)F)N1C[C@H](N(C[C@@H]1C)C(=O)OC(C)(C)C)C)OC(F)F tert-butyl (2R,5S)-4-(7-bromo-6-(difluoromethoxy)-8-fluoro-2-(((2R,7aS)-2-fluorotetrahydro-1H-pyrrolizin-7a(5H)-yl)methoxy)quinazolin-4-yl)-2,5-dimethylpiperazine-1-carboxylate